2-bromo-1-(6-(2-methoxyethoxy)pyridin-3-yl)ethan-1-one BrCC(=O)C=1C=NC(=CC1)OCCOC